1-Heptyl-1-butylpyrrolidinium fluorid [F-].C(CCCCCC)[N+]1(CCCC1)CCCC